N1C=C(C=2C1=NC=CC2)CN[C@H](C(=O)O)CCCCCCCC2=NC=1NCCCC1C=C2 (S)-2-(((1H-pyrrolo[2,3-b]pyridin-3-yl)methyl)amino)-9-(5,6,7,8-tetrahydro-1,8-naphthyridin-2-yl)nonanoic acid